FC1=C(C=C(C=C1F)N1N=CC2=CC(=CC=C12)N1CCC(CC1)OC)O 2,3-Difluoro-5-(5-(4-methoxypiperidin-1-yl)-1H-indazol-1-yl)phenol